4-(3-(methylamino)azetidin-1-yl)-6-(1-(trifluoromethyl)-1H-pyrazol-4-yl)pyridin-2-amine CNC1CN(C1)C1=CC(=NC(=C1)C=1C=NN(C1)C(F)(F)F)N